Cl.ClC=1C=C(C=CC1C(=O)N1CCN(CC1)C(=O)C1CCNCC1)NC(=O)C=1N(C(=CN1)C=1C(=NN(C1)CCF)C(F)(F)F)C N-(3-chloro-4-(4-(piperidine-4-carbonyl)piperazine-1-carbonyl)phenyl)-5-(1-(2-fluoroethyl)-3-(trifluoromethyl)-1H-pyrazol-4-yl)-1-methyl-1H-imidazole-2-carboxamide hydrochloride